racemic-7-isopropoxy-2-(1-methyl-2-oxabicyclo[2.2.1]heptan-4-yl)imidazo[1,2-a]pyridine-6-carboxylic acid C(C)(C)OC1=CC=2N(C=C1C(=O)O)C=C(N2)C21COC(CC2)(C1)C